OC[C@H]1CN(CCN1CC(C)C)C(=O)OC(C)(C)C tert-butyl (R)-3-(hydroxymethyl)-4-isobutylpiperazine-1-carboxylate